FC=1C=C2C=CC=C(C2=CC1)C1CN(C1)C1=NN=C(N1C=1C(=NC=CC1)OC)COC (3-(3-(6-fluoronaphthalene-1-yl)azetidine-1-yl)-5-(methoxymethyl)-4H-1,2,4-triazole-4-yl)-2-methoxypyridine